(R)-5-(5-(4-methylpyridin-3-yl)-1H-pyrrolo[2,3-b]pyridin-3-yl)-N-(1,1,1-trifluoropropan-2-yl)pyrazolo[1,5-a]pyridine-3-carboxamide CC1=C(C=NC=C1)C=1C=C2C(=NC1)NC=C2C2=CC=1N(C=C2)N=CC1C(=O)N[C@@H](C(F)(F)F)C